FC=1C(=C(N)C=C(C1)C1=NOC(=N1)[C@@H]1[C@H](C1)F)C 3-fluoro-5-(5-((1r,2s)-2-fluorocyclopropyl)-1,2,4-oxadiazol-3-yl)-2-methylaniline